2-((2R,5S)-2,5-Dimethylpyrrolidin-1-ylbenzo[d]oxazol-6-yl)-4-oxo-1,4-dihydropyridine-3-carboxylic acid ethyl ester C(C)OC(=O)C1=C(NC=CC1=O)C1=CC2=C(N=C(O2)N2[C@@H](CC[C@@H]2C)C)C=C1